FC(C1=NC(=NC(=N1)C(F)F)N1[C@H](C=2NC3=CC=C(C=C3C2CC1)Br)CC1COCOC1)F (1S)-2-[4,6-bis(difluoromethyl)-1,3,5-triazin-2-yl]-6-bromo-1-[(1,3-dioxan-5-yl)methyl]-2,3,4,9-tetrahydro-1H-pyrido[3,4-b]indole